3,7,7-trimethyl-1,3,5-cycloheptatriene CC=1C=CC(C=CC1)(C)C